6-[1-[(3S,4S)-3-fluoro-4-piperidyl]-5-methyl-pyrazol-4-yl]-4-[(3-fluoro-2-pyridyl)sulfanyl]pyrazolo[1,5-a]pyridine-3-carbonitrile F[C@H]1CNCC[C@@H]1N1N=CC(=C1C)C=1C=C(C=2N(C1)N=CC2C#N)SC2=NC=CC=C2F